tert-butyl 2-amino-2-phenyl-ethylcarbamate (tert-butyl-2-amino-2-phenylethylcarbamate) C(C)(C)(C)N(C(O)=O)CC(C1=CC=CC=C1)N.NC(CNC(OC(C)(C)C)=O)C1=CC=CC=C1